C(OC(F)(F)F)(OC(F)(F)F)=O di(trifluoromethyl) carbonate